butyl 1-benzoate (1-butylbenzoate) C(CCC)C1(C(=O)O)CC=CC=C1.C(C1=CC=CC=C1)(=O)OCCCC